2-[4-[5-[(4,5-dimethyl-6,7-dihydro-4H-pyrazolo[1,5-a]pyrazin-2-yl)amino]-1-methyl-6-oxo-3-pyridyl]-3-(hydroxymethyl)-2-pyridyl]-3,4,6,7,8,9-hexahydropyrazino[1,2-a]indol-1-one CC1C=2N(CCN1C)N=C(C2)NC2=CC(=CN(C2=O)C)C2=C(C(=NC=C2)N2C(C=1N(C=3CCCCC3C1)CC2)=O)CO